3-Fluoro-4-bromoiodobenzene C1=CC(=C(C=C1I)F)Br